sodium thiothiopropanesulfonate C(CC)S(=S)(=S)[O-].[Na+]